CC1=NOC(=C1C=1C=C2C(=NC(=NC2=CC1)N1CCC2(CC(C2)O)CC1)N1[C@H](COCC1)C1=CC=CC=C1)C (S)-7-(6-(3,5-Dimethylisoxazol-4-yl)-4-(3-phenylmorpholino)quinazolin-2-Yl)-7-azaspiro[3.5]Nonan-2-ol